1-ethyl-3-methylimidazole beta-alanine salt NCCC(=O)O.C(C)N1CN(C=C1)C